{4-(acryloyloxy)butyl}phenyldimethoxysilane C(C=C)(=O)OCCCC[Si](OC)(OC)C1=CC=CC=C1